N(=[N+]=[N-])CC=1N=C(OC1C(F)(F)F)N1C[C@H](N([C@H](C1)C)C(=O)OC(C)(C)C)C tert-butyl (2R,6S)-4-[4-(azidomethyl)-5-(trifluoromethyl)-1,3-oxazol-2-yl]-2,6-dimethylpiperazine-1-carboxylate